C(=C)[Cu][SiH3] vinyl-silyl-copper